(R)-3-(4-methylbenzenesulfonyloxy)tetrahydrofuran CC1=CC=C(C=C1)S(=O)(=O)O[C@H]1COCC1